C=CCN1CCC23C4C(=O)CCC2(C1CC5=C3C(=C(C=C5)O)O4)O (4R,4aS,7aR,12bS)-4a,9-dihydroxy-3-prop-2-enyl-2,4,5,6,7a,13-hexahydro-1H-4,12-methanobenzofuro[3,2-e]isoquinoline-7-one